(5-amino-4H-1,2,4-triazol-3-yl)methanol NC=1NC(=NN1)CO